1-(2-(5-(3,4-dimethoxyphenyl)-1H-imidazol-2-yl)piperidin-1-yl)-2-(methylsulfanyl)propan-1-one COC=1C=C(C=CC1OC)C1=CN=C(N1)C1N(CCCC1)C(C(C)SC)=O